F\C(=C/C1=CC(=C(C=C1)OC)F)\[N+](=O)[O-] (Z)-1-(2-fluoro-2-nitrovinyl)-3-fluoro-4-methoxybenzene